C(C)(C)(C)OC(=O)N1[C@H](CCC1)CO.ClC=1C=NC(=NC1)CN1C(=NC(=C1)C(F)(F)F)C=1SC(=CC1)Cl 5-chloro-2-[[2-(5-chloro-2-thienyl)-4-(trifluoromethyl)imidazol-1-yl]methyl]pyrimidine tert-butyl-(2R)-2-(hydroxymethyl)pyrrolidine-1-carboxylate